[N+](=O)([O-])C1=CC=C(OCCC2=NC(=C3N=CNC3=N2)N)C=C1 (2-(4-nitrophenoxy)ethyl)-9H-purin-6-amine